(R)-3-(1-(4-Oxo-5,6,7,8-tetrahydropyrido[4',3':4,5]thieno[2,3-d]pyrimidin-3(4H)-yl)ethyl)benzonitrile O=C1C2=C(N=CN1[C@H](C)C=1C=C(C#N)C=CC1)SC1=C2CCNC1